(17Z)-N,N-dimethylhexacos-17-en-9-amine CN(C(CCCCCCCC)CCCCCCC\C=C/CCCCCCCC)C